(S)-2-(1-Cyclopropyl-3-methyl-4-oxo-1,4-dihydro-5H-pyrazolo[3,4-d]pyridazin-5-yl)-N-(1-(2,5-dimethylphenyl)ethyl)acetamid C1(CC1)N1N=C(C2=C1C=NN(C2=O)CC(=O)N[C@@H](C)C2=C(C=CC(=C2)C)C)C